C(CCCCCCC)C1(C2=CC=CC=C2C=2C=CC(=CC12)C1=CC=C(C=C1)N(C1=CC=C(C=C1)B1OC(C(O1)(C)C)(C)C)C1=CC=C(C=C1)B1OC(C(O1)(C)C)(C)C)CCCCCCCC 4-(9,9-Dioctyl-9H-fluoren-2-yl)-N,N-bis[4-(4,4,5,5-tetramethyl-1,3,2-dioxaborolan-2-yl)phenyl]-benzenamine